NCCCCCCN1[C@@H]([C@@H]([C@@H]([C@H](C1)O)O)O)CO (2R,3S,4R,5S)-1-(6-aminohexyl)-2-(hydroxymethyl)piperidine-3,4,5-triol